3-(5-((4-((4,4-difluoropiperidin-1-yl)methyl)benzyl)amino)-4-oxobenzo[d][1,2,3]triazin-3(4H)-yl)piperidine-2,6-dione FC1(CCN(CC1)CC1=CC=C(CNC2=CC=CC=3N=NN(C(C32)=O)C3C(NC(CC3)=O)=O)C=C1)F